C(CC1=CC=CC=C1)SC1=CC=2SC3=CC=C(C=C3SC2C=C1)SCCC1=CC=CC=C1 2,7-di(phenethylmercapto)thianthrene